FC([C@]1(C(NC(N1)=O)=O)C1=CC=C(C=C1)C(=O)N1CCN(CC1)C1=NC=C(C=C1C)C)F (R)-5-difluoromethyl-5-{4-[4-(3,5-dimethylpyridin-2-yl)piperazine-1-carbonyl]phenyl}imidazolidine-2,4-dione